N[C@](CC(=O)OC(C)(C)C)(C(NCCC1=CC=CC=C1)=O)C tert-butyl (3R)-3-amino-3-methyl-4-oxo-4-(2-phenylethylamino)butanoate